NCC=1C(=NC=CN1)N(S(=O)(=O)C)C N-(3-(aminomethyl)pyrazin-2-yl)-N-methyl-methanesulfonamide